CC(CCC(C)(OOC(C)(C)C)C)(C)OOC(C)(C)C Dimethyl-2,5-bis(t-butylperoxy)hexane